ClC=1C(=CC2=C(C[C@@](O2)([C@H]2NCCC2)C2=CC=CC=C2)C1C1=C(C(=NC=C1C(=O)NC)OCCO)F)F 4-((2S,4S)-5-chloro-6-fluoro-2-phenyl-2-((S)-pyrrolidin-2-yl)-2,3-dihydrobenzofuran-4-yl)-5-fluoro-6-(2-hydroxyethoxy)-N-methylnicotinamide